C1=CC=C(C=C1)C2=CC(=O)C3=C(O2)C(=C(C=C3)O)O The molecule is a dihydroxyflavone that is flavone substituted by hydroxy groups at positions 7 and 8. A dihydroxyflavone that is flavone substituted by hydroxy groups at positions 7 and 8. A naturally occurring flavonoid produced by several plants, including the weed Tridax procumbens (coalbuttons or tridax daisy) and the tree Godmania aesculifolia, In animal models, it has shown efficacy against several diseases of the nervous system, including Alzheimer's, Parkinson's, and Huntington's. It has a role as a plant metabolite, a tropomyosin-related kinase B receptor agonist, an antidepressant, an antioxidant and an antineoplastic agent.